4-(3-Benzyloxy-6-trifluoromethyl-pyridin-2-yl)-4-oxo-butyric acid ethyl ester C(C)OC(CCC(=O)C1=NC(=CC=C1OCC1=CC=CC=C1)C(F)(F)F)=O